N-(4-chlorophenyl)-2H-benzopyran-3-carboxamide ClC1=CC=C(C=C1)NC(=O)C=1COC2=C(C1)C=CC=C2